CN1N=C(C=C1C(F)(F)F)S(=O)(=O)N 1-Methyl-5-(trifluoromethyl)-1H-pyrazole-3-sulfonamide